tert-butyl ((3S,4R)-4-((2-(2,6-dioxo-1-((2-(trimethylsilyl)ethoxy)methyl)piperidin-3-yl)-1-oxoisoindolin-5-yl)oxy)tetrahydrofuran-3-yl)carbamate O=C1N(C(CCC1N1C(C2=CC=C(C=C2C1)O[C@@H]1[C@H](COC1)NC(OC(C)(C)C)=O)=O)=O)COCC[Si](C)(C)C